OCCCNC(O[C@@H]1CC[C@H](CC1)C(N(C[C@@H]1CC[C@H](CC1)C1=NC(=C(C=C1)OC)C)C1=CC(=CC=C1)C=1N=C(OC1)C(C)C)=O)=O trans-4-((3-(2-Iso-propyloxazol-4-yl)-phenyl)((trans-4-(5-methoxy-6-methyl-pyridin-2-yl)cyclohexyl)methyl)carbamoyl)cyclohexyl (3-hydroxypropyl)-carbamate